2-methyl-N-prop-2-ylidene-propane-2-sulfinamide CC(C)(C)S(=O)N=C(C)C